FC1=CC=C(C=C1)CC(C(=O)OCC1=CC=CC=C1)O benzyl 3-(4-fluorophenyl)-2-hydroxypropionate